(3-((1R,3R)-1-(2,6-difluoro-4-(((S)-1-(3-fluoropropyl)pyrrolidin-3-yl)amino)phenyl)-3-methyl-1,3,4,9-tetrahydro-2H-pyrido[3,4-b]indol-2-yl)bicyclo[1.1.1]pentan-1-yl)methanol FC1=C(C(=CC(=C1)N[C@@H]1CN(CC1)CCCF)F)[C@H]1N([C@@H](CC2=C1NC1=CC=CC=C21)C)C21CC(C2)(C1)CO